tert-butyl (R)-3-(4-bromophenoxy)pyrrolidine-1-carboxylate BrC1=CC=C(O[C@H]2CN(CC2)C(=O)OC(C)(C)C)C=C1